N1C(=NC2=C1C=CC=C2)N2C[C@H](CCC2)N(C(OC(C)(C)C)=O)C (S)-tert-butyl (1-(1H-benzo[d]imidazol-2-yl)piperidin-3-yl)(methyl)carbamate